C(C=C)(=O)N1CC(C1)(C(=O)N1CCC(CC1)N1N=CC(=C1C)C=1C=C(C=2N(C1)N=CC2C#N)OC)F 6-(1-(1-(1-acryloyl-3-fluoroazetidine-3-carbonyl)piperidin-4-yl)-5-methyl-1H-pyrazol-4-yl)-4-methoxypyrazolo[1,5-a]pyridine-3-carbonitrile